C(C)(C)(C)S(=O)N=C(C=1C=C(N(C1)COCC[Si](C)(C)C)C(=O)OCC)C1=NC=CC=C1 ethyl 4-[(tert-butylsulfinylimino)(2-pyridyl)methyl]-1-{[2-(trimethylsilyl)-ethoxy]methyl}-2-pyrrolecarboxylate